BrC1=CC(=C2C=CN=NC2=C1)F 7-bromo-5-fluoro-cinnoline